(1,3-bis[3,5-bis(pyridin-3-yl)phenyl])Benzene N1=CC(=CC=C1)C=1C=C(C=C(C1)C=1C=NC=CC1)C1=CC(=CC=C1)C1=CC(=CC(=C1)C=1C=NC=CC1)C=1C=NC=CC1